FC(C(=O)O)(F)F.NCCOCCOC=1C=C(C=CC1)CC(=O)O 2-(3-(2-(2-aminoethoxy)ethoxy)phenyl)acetic acid trifluoroacetic acid salt